C(C1=CC=CC=C1)C1CNCCNCCCNCCNC1 6-Benzyl-1,4,8,11-tetraazacyclotetradecan